L-Ascorbic Acid Phosphate Magnesium [Mg+2].P(=O)([O-])([O-])[O-].O=C1C(O)=C(O)[C@H](O1)[C@@H](O)CO.P(=O)([O-])([O-])[O-].[Mg+2].[Mg+2]